N-Methyl-N,N,N-trioctylammonium chlorid [Cl-].C[N+](CCCCCCCC)(CCCCCCCC)CCCCCCCC